bis(4-(tert-butyl)phenyl)iodonium α-cyanocinnamate C(#N)C(C(=O)[O-])=CC1=CC=CC=C1.C(C)(C)(C)C1=CC=C(C=C1)[I+]C1=CC=C(C=C1)C(C)(C)C